3-(Benzyloxy)-5-hydroxy-4-(6-morpholino-2,3-dihydro-1H-pyrrolo[3,4-c]pyridine-2-carbonyl)benzonitrile C(C1=CC=CC=C1)OC=1C=C(C#N)C=C(C1C(=O)N1CC=2C=NC(=CC2C1)N1CCOCC1)O